ClC1=C(C=CC=C1)C1=CC=C(C=C1)N1N=NC(=C1)C1=CC=CC=C1 1-(2'-chloro-[1,1-biphenyl]-4-yl)-4-phenyl-1H-1,2,3-triazole